ClC=1C=NC(=C(C(=O)NC2CCC(CC2)CN2C(N(C3=C2C=CC=C3)C3=CC=2OCCNC2N=C3)=O)C1)C 5-chloro-N-((1r,4r)-4-((3-(3,4-dihydro-2H-pyrido[3,2-b][1,4]oxazin-7-yl)-2-oxo-2,3-dihydro-1H-benzo[d]imidazol-1-yl)methyl)cyclohexyl)-2-methylnicotinamide